N1=C(C=CC=C1)SSCCC(=O)ON1C(CCC1=O)=O 2,5-dioxopyrrolidin-1-yl 3-(pyridin-2-yldisulfaneyl)propanoate